N-(1-(4-chlorophenyl)-2,2,2-trifluoroethyl)-N-ethylthiomorpholine-4-sulfonamide 1,1-dioxide ClC1=CC=C(C=C1)C(C(F)(F)F)N(S(=O)(=O)N1CCS(CC1)(=O)=O)CC